NC1=NC=2C=CC=CC2C2=C1N=C(N2CCCCNC(=N)N)CC 1-(4-(4-Amino-2-ethyl-1H-imidazo[4,5-c]quinolin-1-yl)butyl)guanidine